N=1N=COC=2C1C1=CC=CC=C1C2 indeno[1,2-e][1,3,4]oxadiazin